2-(±)-Ethyl 2-(4-(3-cyanotetrahydrofuran-3-yl)phenyl)acetate C(#N)[C@]1(COCC1)C1=CC=C(C=C1)CC(=O)OCC |r|